ClC1=CC(=C(C=O)C=C1)OC1=CC=C(C=C1)N1C=NC(=C1C)CN1CCCC1 4-chloro-2-(4-(5-methyl-4-(pyrrolidin-1-ylmethyl)-1H-imidazol-1-yl)phenoxy)benzaldehyde